(2-(2-(2-(2-methoxyethoxy)ethoxy)ethoxy)ethyl) dichlorophosphate P(=O)(OCCOCCOCCOCCOC)(Cl)Cl